4-ETHOXYCARBONYL-3-METHOXYPHENYLBORONIC ACID C(C)OC(=O)C1=C(C=C(C=C1)B(O)O)OC